ClC=1N=C(C2=C(N1)N=C(S2)N2[C@@H](CCC2)C)Cl (R)-5,7-dichloro-2-(2-methylpyrrolidin-1-yl)thiazolo[4,5-d]pyrimidine